C(CCCCCCC\C=C/C\C=C/CCCCC)(=O)OCC(COC(NC1CN(C1)CCO)=O)OC(CCCCCCC\C=C/CCCCCCCC)=O 3-(((1-(2-hydroxyethyl)azetidin-3-yl)carbamoyl)oxy)-2-(oleoyloxy)propyl (9Z,12Z)-octadeca-9,12-dienoate